FC1=CC=C(C=C1)NC(=O)C1(CC1)C(=O)NC1=CC=C(C=C1)OC1=CC=NC2=CC(=CC=C12)C=1C=NC(=CC1)F 1-N'-(4-fluorophenyl)-1-N-[4-[7-(6-fluoropyridin-3-yl)quinolin-4-yl]oxyphenyl]cyclopropane-1,1-dicarboxamide